4-(5-bromo-1-methyl-1H-indazol-3-yl)-3,5-dimethylisoxazole BrC=1C=C2C(=NN(C2=CC1)C)C=1C(=NOC1C)C